tert-butyl 8-{2-[2-(2,6-dioxopiperidin-3-yl)-1-oxo-3H-isoindol-4-yl]ethynyl}-2,3-dihydro-1,4-benzoxazine-4-carboxylate O=C1NC(CCC1N1C(C2=CC=CC(=C2C1)C#CC1=CC=CC=2N(CCOC21)C(=O)OC(C)(C)C)=O)=O